ClC=1C=C(C(=C(C1)O)C1=C(C2=C(N=N1)N(C=N2)[C@H]2CN(CCC2)C)C)F 5-chloro-3-fluoro-2-(4-methyl-7-((R)-1-methylpiperidin-3-yl)-7H-imidazo[4,5-c]pyridazin-3-yl)phenol